N1(C=CC=C1)C1=C(C=CC=C1)CO {2-(1H-pyrrol-1-yl)phenyl}methanol